OC(COC=1C=C(C=2N(C1)N=CC2C#N)C=2C=NC(=CC2)N2CC(C2)OC=2C=C(C=CC2)C)(C)C 6-(2-hydroxy-2-methylpropoxy)-4-(6-(3-(m-tolyloxy)azetidin-1-yl)pyridin-3-yl)pyrazolo[1,5-a]pyridine-3-carbonitrile